The molecule is a dibenzooxepine that is 6,11-dihydrodibenzo[b,e]oxepine substituted by a 3-(dimethylamino)propylidene group at position 11. It is used as an antidepressant drug. It has a role as an antidepressant. It is a dibenzooxepine and a tertiary amino compound. CN(C)CC/C=C\\1/C2=CC=CC=C2COC3=CC=CC=C31